(1-(tert-butoxycarbonyl)-7'-(methyl-d3)-3',4'-dihydro-1'H-spiro[pyrrolidine-3,2'-[1,8]naphthyridine]-6'-yl)boronic acid C(C)(C)(C)OC(=O)N1CC2(NC3=NC(=C(C=C3CC2)B(O)O)C([2H])([2H])[2H])CC1